N-(5-(2-methoxyethoxy)thiazolo[4,5-b]pyridin-2-yl)benzamide COCCOC1=CC=C2C(=N1)N=C(S2)NC(C2=CC=CC=C2)=O